11-Chloro-6-methyl-3-phenoxy-6,11-dihydrodibenzo[c,f][1,2]thiazepine ClC1C2=C(N(SC3=C1C=CC(=C3)OC3=CC=CC=C3)C)C=CC=C2